N[C@@]1(CN(CC1)C1=C(C=NC(=C1C=1C=CC2=C(N(C=N2)C)C1)OC)C(=O)N[C@H](C(F)(F)F)C)C 4-[(3S)-3-amino-3-methylpyrrolidin-1-yl]-6-methoxy-5-(1-methyl-1H-1,3-benzodiazol-6-yl)-N-[(2S)-1,1,1-trifluoropropan-2-yl]pyridine-3-carboxamide